2-amino-7-(cyclobutylidenemethyl)-6-cyclopropyl-1-(6-fluoro-5-methyl-1-(tetrahydro-2H-pyran-2-yl)-1H-indazol-4-yl)-1H-pyrrolo[3,2-c]pyridine-3-carbonitrile NC1=C(C=2C=NC(=C(C2N1C1=C2C=NN(C2=CC(=C1C)F)C1OCCCC1)C=C1CCC1)C1CC1)C#N